BrC=1C(=CC2=C(N(C[C@H](N(S2(=O)=O)CC2=CC=C(C=C2)OC)CCCC)C2=CC=CC=C2)C1)O (R)-7-bromo-3-butyl-8-hydroxy-2-(4-methoxybenzyl)-5-phenyl-2,3,4,5-tetrahydro-1,2,5-benzothiadiazepine 1,1-dioxide